Cl.Cl.[N+](=O)([O-])C1=CC2=C(NC(=N2)[C@@H]2NCCC2)C=C1 5-nitro-2-[(2R)-pyrrolidin-2-yl]-1H-1,3-benzodiazole dihydrochloride